C(C=C)(=O)OCC(NCCC)=O 2-oxo-2-(propylamino)ethyl acrylate